6-aminobenzo[d][1,3]dioxole-5-carbaldehyde NC=1C(=CC2=C(OCO2)C1)C=O